CN(CCON1C(N(C2=C1C=CC=C2)C2CCC(CC2)C(=O)NC2=CC(=C(C=C2)C)OC)=O)C 4-[2-(dimethylamino)ethoxyl-2-oxo-2,3-dihydro-1H-1,3-benzodiazol-1-yl]-N-(3-methoxy-4-methylphenyl)cyclohexane-1-carboxamide